ClC=1C=C(NC2(CCC3([C@H](CC4=CC=CC=C34)C[C@H](COC3=C4C(=NC=C3)C(=CN4C)Cl)C)CC2)C(=O)O)C=CC1 (1r,2'S,4S)-4-(3-chloroanilino)-2'-{(2R)-3-[(3-chloro-1-methyl-1H-pyrrolo[3,2-b]pyridin-7-yl)oxy]-2-methylpropyl}-2',3'-dihydrospiro[cyclohexane-1,1'-indene]-4-carboxylic acid